cyclopropyl-2H-tetrazol C1(CC1)N1N=CN=N1